2',4',5',7'-tetrabromo-4,5,6,7-tetrachloro-3',6'-dihydroxyspiro[2-benzofuran-3,9'-xanthen]-1-one BrC1=CC=2C3(C4=CC(=C(C(=C4OC2C(=C1O)Br)Br)O)Br)OC(C1=C3C(=C(C(=C1Cl)Cl)Cl)Cl)=O